Chlorofluorine ClF